OC1=C(C=CC(=C1)C(F)(F)F)C(C)=O (2-hydroxy-4-(trifluoromethyl)phenyl)ethanone